The molecule is a member of the class of benzamides resulting from the formal condensation of the carboxy group of 3,5-dichlorobenzoic acid with the amino group of 2-methylbut-3-yn-2-amine. It is used as a systemic post-emergent herbicide for the control grass and broadleaf weeds in a wide range of in a wide variety of fruit and root crops. It has a role as a herbicide and an agrochemical. It is a dichlorobenzene, a terminal acetylenic compound and a member of benzamides. CC(C)(C#C)NC(=O)C1=CC(=CC(=C1)Cl)Cl